cis-2-phenyltetrahydro-4H-cyclopenta[d][1,3]dioxol-5-ol C1(=CC=CC=C1)C1OC2C(O1)CC(C2)O